cyclopentanecarbonitrile C1(CCCC1)C#N